(R)-5-bromo-1-isopropyl-N-((tetrahydrofuran-2-yl)methyl)-1H-pyrazolo[4,3-b]pyridin-7-amine BrC1=CC(=C2C(=N1)C=NN2C(C)C)NC[C@@H]2OCCC2